2-methyl-2-(3-fluorobenzyl)-1,3-cyclopentanedione CC1(C(CCC1=O)=O)CC1=CC(=CC=C1)F